N-[(2-Methoxyphenyl)methyl]-2-phenyl-3-piperidinamine dihydrochloride Cl.Cl.COC1=C(C=CC=C1)CNC1C(NCCC1)C1=CC=CC=C1